C[C@@]12CC[C@@]3(C(=CC[C@H]4[C@]3(CC[C@@H]5[C@@]4(CC[C@@H](C5(C)C)O)C)C)[C@@H]1CC(CC2)(C)C)C Olean-12-en-3beta-ol